4-methoxy-2-methyl-4-oxo-butanoic acid COC(CC(C(=O)O)C)=O